7-methoxy-N-(2-methoxyethyl)-6-[3-(pyrrolidin-1-yl)propoxy]-1H,2H,3H-cyclopenta[b]quinolin COC1=CC=2C=C3C(N(C2C=C1OCCCN1CCCC1)CCOC)CCC3